2-butyl-5-phosphaspiro[4.4]nonane chloride [Cl-].C(CCC)C1CP2(CC1)CCCC2